C(CCCC)OCCC/C=C/CC[Mg]I (3E)-6-(pentoxymethyl)-3-hexenyl-magnesium iodide